C1(CC1)N1N=C(N=C1)C1=CC(=C(C=C1)C)[N+](=O)[O-] 1-cyclopropyl-3-(4-methyl-3-nitrophenyl)-1H-1,2,4-triazole